(3R,4R)-1-cyclohexyl-4-{[5-(2,4-difluoro-phenyl)-isoxazole-3-carbonyl]-amino}-piperidine-3-carboxylic acid (5-methyl-isoxazol-3-ylmethyl)-amide CC1=CC(=NO1)CNC(=O)[C@@H]1CN(CC[C@H]1NC(=O)C1=NOC(=C1)C1=C(C=C(C=C1)F)F)C1CCCCC1